ClC=1C(=C(C=CC1F)NC=1C2=C(N=CN1)C=NC(=C2)[C@@H]2CN(CCC2)C(C=C)=O)F (S)-1-(3-(4-((3-chloro-2,4-difluorophenyl)amino)pyrido[3,4-d]pyrimidin-6-yl)piperidin-1-yl)prop-2-en-1-one